1,4-dioctoxy-1,4-dioxo-butane-2-sulfonic acid C(CCCCCCC)OC(C(CC(=O)OCCCCCCCC)S(=O)(=O)O)=O